ClC=1C(=NC(=NC1)NC=1C=C(C=NC1)N1C(CCC1)=O)C=1C=C(C=CC1)C1=C(C=CC=C1)C 1-(5-((5-chloro-4-(2'-methyl-[1,1'-biphenyl]-3-yl)pyrimidin-2-yl)amino)pyridin-3-yl)pyrrolidin-2-one